CS(=O)(=O)OC1C[C@@H]2N([C@@H](CN(C2)CC2=CC=CC=C2)C)C1 [(4R,8aS)-2-benzyl-4-methyl-3,4,6,7,8,8a-hexahydro-1H-pyrrolo[1,2-a]pyrazin-7-yl] methanesulfonate